4-[4-(1,3-benzodioxol-5-yl)-5-(2-pyridinyl)-1H-imidazol-2-yl]benzamide (S)-tert-Butyl-(1-((4-bromophenyl)amino)-1-oxo-3-phenylpropan-2-yl)carbamate C(C)(C)(C)N(C(O)=O)[C@H](C(=O)NC1=CC=C(C=C1)Br)CC1=CC=CC=C1.O1COC2=C1C=CC(=C2)C=2N=C(NC2C2=NC=CC=C2)C2=CC=C(C(=O)N)C=C2